1-[4-[4-(3,4-dichloro-2-fluoro-anilino)-7-methoxy-quinazolin-6-yl]oxy-1-piperidinyl]prop-2-en-1-one ClC=1C(=C(NC2=NC=NC3=CC(=C(C=C23)OC2CCN(CC2)C(C=C)=O)OC)C=CC1Cl)F